CC(C)C1=NN2C(C=CC=C2)=C1C(C(C)C)=O 1-[2-(1-Methylethyl)pyrazolo[1,5-a]pyridin-3-yl]-2-methylpropan-1-one